2-chloro-5-fluoro-4-(methylsulfanyl)pyrimidine ClC1=NC=C(C(=N1)SC)F